orcinol ferulate C(\C=C\C1=CC(OC)=C(O)C=C1)(=O)OC=1C=C(C=C(C1)C)O